5,5'-dimethyl-bipyridine CC=1C=CC(=NC1)C1=NC=C(C=C1)C